(5S,6R,9R)-6-(2,3-difluorophenyl)-5-hydroxy-6,7,8,9-tetrahydro-5H-cyclohepta[b]pyridin-9-yl 4-(2-oxo-2,3-dihydro-1H-imidazo[4,5-b]pyridin-1-yl)piperidine-1-carboxylate O=C1N(C=2C(=NC=CC2)N1)C1CCN(CC1)C(=O)O[C@@H]1CC[C@@H]([C@@H](C=2C1=NC=CC2)O)C2=C(C(=CC=C2)F)F